ClC1=C(C=CC=2C3=C(N(C12)CC1COC1)CCN(C3C)C(=O)C3=NC=C(C=N3)OC)Cl (6,7-dichloro-1-methyl-5-(oxetan-3-ylmethyl)-1,3,4,5-tetrahydro-2H-pyrido[4,3-b]indol-2-yl)(5-methoxypyrimidin-2-yl)methanone